ClC=1C(=C(C=C(C1)F)C(C)NCC(=O)OCC)COC1=CC=C(C=C1)OC (e)-ethyl 2-(1-(3-chloro-5-fluoro-2-((4-methoxyphenoxy)methyl)phenyl)ethylamino)acetate